CCS(=O)(=O)C1=CC=CC(=C1)C2=CC(=C(C3=C2C4=C(N3)N=CC(=C4)C)C)C(=O)NC5CCN(CC5)C 5-[3-(ethylsulfonyl)phenyl]-3,8-dimethyl-N-(1-methyl-4-piperidinyl)-9H-pyrido[2,3-B]indole-7-carboxamide